(2S,3S,4R,5S)-4-[[3-[2-(Difluoromethoxy)-3,4-difluorophenyl]-4,5-dimethyl-5-(trifluoromethyl)tetrahydrofuran-2-carbonyl]-amino]-5-methyl-pyridin-2-carboxamid FC(OC1=C(C=CC(=C1F)F)[C@H]1[C@H](O[C@@]([C@@H]1C)(C(F)(F)F)C)C(=O)NC1=CC(=NC=C1C)C(=O)N)F